tert-butyl (2S,3R)-2-acetyl-3-((7-chloro-8-fluoro-2-(((2R,7aS)-2-fluorotetrahydro-1H-pyrrolizin-7a(5H)-yl)methoxy)pyrido[4,3-d]pyrimidin-4-yl)(methyl)amino)pyrrolidine-1-carboxylate C(C)(=O)[C@H]1N(CC[C@H]1N(C)C=1C2=C(N=C(N1)OC[C@]13CCCN3C[C@@H](C1)F)C(=C(N=C2)Cl)F)C(=O)OC(C)(C)C